C1(CC1)CNCC[C@H]1[C@@H]([C@H](CC=2NC3=CC=CC=C3C12)C1=CC=C(C=C1)C(F)(F)F)N (2R,3R,4R)-4-{2-[(Cyclopropylmethyl)amino]ethyl}-2-[4-(trifluoromethyl)phenyl]-2,3,4,9-tetrahydro-1H-carbazol-3-amine